C(=C)N1C(CCCC1C)=O N-vinyl-6-methyl-2-piperidone